2-cyanoprop-2-yl-1-pyrrolcarbodithioate C(#N)C(C)(C)SC(=S)N1C=CC=C1